(R)-4-(8-((4-([1,2,4]triazolo[1,5-a]pyridin-7-yloxy)-2-fluoro-3-methylphenyl)amino)pyrimido[5,4-d]pyrimidin-2-yl)-2-methylpiperazine-1-carboxylic acid tert-butyl ester C(C)(C)(C)OC(=O)N1[C@@H](CN(CC1)C=1N=CC2=C(N1)C(=NC=N2)NC2=C(C(=C(C=C2)OC2=CC=1N(C=C2)N=CN1)C)F)C